3-Dibutylamino-N,N-dimethylpropionic acid amide acetate C(C)(=O)O.C(CCC)N(CCC(=O)N(C)C)CCCC